N1=CC(=CC=C1)CN (pyridin-3-yl)methanamine